OCC1=CC=C(C=N1)O 6-(hydroxymethyl)pyridin-3-ol